methyl (S)-3-(9-(2,6-dichloro-4-fluorophenyl)-3,4-dihydro-2H-benzo[b][1,4]dioxepin-6-yl)-2-(2,6-dichlorobenzamido)propanoate ClC1=C(C(=CC(=C1)F)Cl)C1=CC=C(C2=C1OCCCO2)C[C@@H](C(=O)OC)NC(C2=C(C=CC=C2Cl)Cl)=O